C(CCCCCCCCCCCCCCC)N(C)CC(=O)[O-].[Na+].CN1C=C(C=CC1=O)C1=C(N=CC(=N1)C(=O)N)N1N=CC=N1 6-(1-methyl-6-oxo-1,6-dihydropyridin-3-yl)-5-(2H-1,2,3-triazol-2-yl)pyrazine-2-carboxamide sodium cetyl-sarcosinate